3-amino-N-(2-{3-amino-4-[(1-methoxycyclopropyl)methoxy]pyrrolidin-1-yl}-5,6,7,8-tetrahydroquinolin-6-yl)-4,6-dimethylthieno[2,3-b]pyridine-2-carboxamide NC1=C(SC2=NC(=CC(=C21)C)C)C(=O)NC2CC=1C=CC(=NC1CC2)N2CC(C(C2)OCC2(CC2)OC)N